3-methylbutan-2-yl (3R,4S)-3-{5-[4-amino-5-(trifluoromethyl)pyrrolo[2,1-f][1,2,4]triazin-7-yl]-2-methoxypyridine-3-amido}-4-fluoropyrrolidine-1-carboxylate NC1=NC=NN2C1=C(C=C2C=2C=C(C(=NC2)OC)C(=O)N[C@@H]2CN(C[C@@H]2F)C(=O)OC(C)C(C)C)C(F)(F)F